C(C1=CC=CC=C1)NC1=C(C(=CC=C1)[N+](=O)[O-])OCCN(C)C N-benzyl-2-(2-(dimethyl-amino)ethoxy)-3-nitroaniline